1-(2-(1-(3,3-difluoropropyl)-4-hydroxy-3-methyl-1H-pyrazol-5-yl)oxazol-4-yl)-5-methyl-1H-pyrazolo[3,4-c]pyridine-3-carboxamide FC(CCN1N=C(C(=C1C=1OC=C(N1)N1N=C(C=2C1=CN=C(C2)C)C(=O)N)O)C)F